2-tert-butyl-6-(3'-hydroxy-5'-methyl-methylbenzyl)-4-methylphenyl acrylate C(C=C)(=O)OC1=C(C=C(C=C1C(C1=CC(=CC(=C1)C)O)C)C)C(C)(C)C